2-[[methyl(2-methylbutyl)amino]methyl]-6-[3-[1-(4-methyl-1,2,4-triazol-3-yl)cyclobutyl]phenyl]-4-(trifluoromethyl)-1H-pyrrolo[2,3-c]pyridin-7-one CN(CC(CC)C)CC1=CC2=C(C(N(C=C2C(F)(F)F)C2=CC(=CC=C2)C2(CCC2)C2=NN=CN2C)=O)N1